ClC=1C=C(C=CC1Cl)C=1N=C(SC1CC(C)C)NC=1C=CC(=C(C(=O)OC)C1)O methyl 5-(4-(3,4-dichlorophenyl)-5-isobutylthiazol-2-ylamino)-2-hydroxybenzoate